2,2,2-Trifluoroethyl 3-(6-bromo-3-phenyl-1H-indazol-1-yl)-2,2-dimethylpropanoate BrC1=CC=C2C(=NN(C2=C1)CC(C(=O)OCC(F)(F)F)(C)C)C1=CC=CC=C1